C\C(=C/CNC\C=C(\CC\C=C(\CCC=C(C)C)/C)/C)\CC\C=C(\CCC=C(C)C)/C bis((2E,6E)-3,7,11-trimethyldodeca-2,6,10-trien-1-yl)amine